BrC(C#N)([2H])[2H] 2-bromoacetonitrile-d2